triazolo[1,5-c]quinazolin C=1N=NN2C=NC=3C=CC=CC3C21